CC1(CNC(C2=CC=C(C=C12)C1=CNC=2N=C(N=CC21)NCC(F)(F)F)=O)C 4,4-dimethyl-6-(2-((2,2,2-trifluoroethyl)amino)-7H-pyrrolo[2,3-d]pyrimidin-5-yl)-3,4-dihydroisoquinolin-1(2H)-one